C(C)C1=CC=C(C=C1)C(=O)N1CC(CC1)C=1N=C(C2=C(N1)CNCC2)NC (4-ethylphenyl)-[3-[4-(methylamino)-5,6,7,8-tetrahydropyrido[3,4-d]pyrimidin-2-yl]pyrrolidin-1-yl]methanone